N-(1-(4-Aminophenyl)-2-(benzylamino)-2-oxoethyl)-N-(4-hydroxyphenyl)-propiolamide NC1=CC=C(C=C1)C(C(=O)NCC1=CC=CC=C1)N(C(C#C)=O)C1=CC=C(C=C1)O